4-(4-((4-cyanophenoxy)phenoxy)benzyl)-3-ethyl-1-methyl-1H-pyrazole-5-carboxamide C(#N)C1=CC=C(OC2=C(OC3=CC=C(CC=4C(=NN(C4C(=O)N)C)CC)C=C3)C=CC=C2)C=C1